2-(Tert-butyl)-N-(2-cyanoallyl)-4-phenoxypyrimidine-5-carboxamide C(C)(C)(C)C1=NC=C(C(=N1)OC1=CC=CC=C1)C(=O)NCC(=C)C#N